4-bromo-1-[(4-methoxyphenyl)methyl]benzimidazole BrC1=CC=CC=2N(C=NC21)CC2=CC=C(C=C2)OC